methyl-N-methyl-N-methyl-acetamide CCC(=O)N(C)C